N1C(C=CC=C1)=O 2(1H)-PYRIDINON